CC1=NN(C=N1)C=1C=C(C=CC1)C=O [3-(3-methyl-1,2,4-triazol-1-yl)phenyl]methanone